8-bromo-7-(2-butyn-1-yl)-3-methylxanthine BrC1=NC=2N(C(NC(C2N1CC#CC)=O)=O)C